1-[6-Bromo-3-(ethylsulfonyl)imidazo[1,2-a]pyridin-2-yl]-1H-pyrazol-4-ol BrC=1C=CC=2N(C1)C(=C(N2)N2N=CC(=C2)O)S(=O)(=O)CC